C(C)(C)(C)OC(=O)N1[C@@H](CN(CC1)CCCCCCCC1=CC2=C(N(C(N2C)=O)C2C(NC(CC2)=O)=O)C=C1)C(=O)O (2S)-1-tert-butoxycarbonyl-4-[7-[1-(2,6-dioxo-3-piperidyl)-3-methyl-2-oxo-benzimidazol-5-yl]heptyl]piperazine-2-carboxylic acid